COC1=CC2=C(C=C1)NC=C2CCN O-Methylserotonin